3-[6-({4-[2-amino-6-(m-cyanophenyl)-4-pyrimidinyl]-1H-1,2,3-triazol-1-yl}methyl)-2-pyridinyl]-3-hydroxycyclopentanecarboxylic acid NC1=NC(=CC(=N1)C=1N=NN(C1)CC1=CC=CC(=N1)C1(CC(CC1)C(=O)O)O)C1=CC(=CC=C1)C#N